tert-butyl (S)-2-(cyanomethyl)-4-(7-(8-ethynyl-3-(methoxymethoxy)naphthalene-1-yl)-8-fluoro-2-((tetrahydro-1H-pyrrolizin-7a(5H)-yl)methoxy)quinazolin-4-yl)piperazine-1-carboxylate C(#N)C[C@@H]1N(CCN(C1)C1=NC(=NC2=C(C(=CC=C12)C1=CC(=CC2=CC=CC(=C12)C#C)OCOC)F)OCC12CCCN2CCC1)C(=O)OC(C)(C)C